BrC=1C=C(C=CC1)C1(CC2(CC2)C1)C(=O)NNC(NC)=S 2-[5-(3-bromophenyl)spiro[2.3]hexane-5-carbonyl]-N-methylhydrazine-1-carbothioamide